3-acetyl-4-(benzo[b]thiophen-3-yl)-2-methyl-4,8-dihydro-1H-pyrano[3,4-b]pyridin-5(6H)-one C(C)(=O)C=1C(C2=C(NC1C)COCC2=O)C=2C1=C(SC2)C=CC=C1